(R)-4-((1-(3-amino-5-(trifluoromethyl)phenyl)ethyl)amino)-6-(cyclopropylmethyl)-2-methyl-6H-[1,4]oxazino[3,2-g]quinazolin-7(8H)-one NC=1C=C(C=C(C1)C(F)(F)F)[C@@H](C)NC1=NC(=NC2=CC3=C(C=C12)N(C(CO3)=O)CC3CC3)C